dioctadecyl-methylammonium tetrakis(perfluorophenyl)borate FC1=C(C(=C(C(=C1F)F)F)F)[B-](C1=C(C(=C(C(=C1F)F)F)F)F)(C1=C(C(=C(C(=C1F)F)F)F)F)C1=C(C(=C(C(=C1F)F)F)F)F.C(CCCCCCCCCCCCCCCCC)[NH+](C)CCCCCCCCCCCCCCCCCC